C(C)(C)(C)OC1=NC(=CC(=C1)C1=CC(=NC=C1)NC(N(C)C)=O)C1=C(C=CC=C1)C(F)(F)F 3-[4-[2-tert-butoxy-6-[2-(trifluoromethyl)phenyl]-4-pyridinyl]-2-pyridinyl]-1,1-dimethylurea